7-bromo-3,6-difluoropyrazolo[1,5-a]quinoxalin-4(5H)-one BrC=1C(=C2NC(C=3N(C2=CC1)N=CC3F)=O)F